N-(4-(7-(4-fluorophenyl)-1,4-oxazepan-4-yl-5,5,7-d3)-2,6-dimethylphenyl)-3,3-dimethyl-butanamide FC1=CC=C(C=C1)C1(CC(N(CCO1)C1=CC(=C(C(=C1)C)NC(CC(C)(C)C)=O)C)([2H])[2H])[2H]